C(C1=CC=CC=C1)OC1CCC2=C(NC=N2)C1 6-benzyloxy-4,5,6,7-tetrahydro-1H-benzimidazole